1-(3-(difluoromethoxy)phenyl)-3,3-dimethyl-N-((3R,5S)-5-methyl-1,1-dioxidotetrahydrothiophen-3-yl)-2-oxoindoline-5-carboxamide FC(OC=1C=C(C=CC1)N1C(C(C2=CC(=CC=C12)C(=O)N[C@H]1CS([C@H](C1)C)(=O)=O)(C)C)=O)F